pyrogallol triacrylate C(C=C)(=O)OC1=C(OC(C=C)=O)C(OC(C=C)=O)=CC=C1